4-(3-fluoro-5-((methylsulfonyl)oxy)pyridin-2-yl)-1-methyl-1H-pyrazole-5-carboxylic acid FC=1C(=NC=C(C1)OS(=O)(=O)C)C=1C=NN(C1C(=O)O)C